C1(CC1)C1=NC=NC(=C1C=1N=C(C2=C(N1)SC=N2)NCC2=CC=C(C=C2)N2N=C(C=C2C)C(F)(F)F)OC 5-(4-cyclopropyl-6-methoxypyrimidin-5-yl)-N-(4-(5-methyl-3-(trifluoromethyl)-1H-pyrazol-1-yl)benzyl)thiazolo[5,4-d]pyrimidin-7-amine